[Ti].[Mn].[Fe].[Ni] nickel-iron-manganese-titanium salt